C[C@@]12CCC[C@H]1[C@@H]1CCC3=CC(CC[C@]3(C)[C@H]1CC2)=O androsta-4-en-3-one